ClC1=C(C=NC=2N(CN(CC21)C)C(C)C)CC2=C(C=CC=C2)C(F)(F)F 5-chloro-1-isopropyl-3-methyl-6-(2-(trifluoromethyl)benzyl)pyrido[2,3-d]Pyrimidine